ClC1=CC=C(C(=N1)N)SC 6-chloro-3-(methylthio)pyridine-2-amine